tert-butyl (4R)-4-[2-[3-amino-6-(3-fluoro-2-hydroxy-phenyl)pyridazin-4-yl]-4-pyridyl]-3,3-difluoro-piperidine-1-carboxylate NC=1N=NC(=CC1C1=NC=CC(=C1)[C@@H]1C(CN(CC1)C(=O)OC(C)(C)C)(F)F)C1=C(C(=CC=C1)F)O